C(C1=CC=CC=C1)N1[C@@H](CC(C[C@H]1C)=O)C |r| racemic-(2R,6R)-1-benzyl-2,6-dimethylpiperidin-4-one